N-(3-(N-((1,2,3,5,6,7-hexahydro-s-indacen-4-yl)carbamoyl)sulfamoyl)phenyl)-3-(1-(3-((7-nitrobenzo[c][1,2,5]oxadiazol-4-yl)amino)propyl)-1H-1,2,3-triazol-4-yl)propanamide C1CCC2=C(C=3CCCC3C=C12)NC(=O)NS(=O)(=O)C=1C=C(C=CC1)NC(CCC=1N=NN(C1)CCCNC1=CC=C(C2=NON=C21)[N+](=O)[O-])=O